5-((1-(tert-butyl)-3-(3-hydroxycyclopentyl)-1H-pyrazol-5-yl)amino)-4-fluoro-2-(4-methoxybenzyl)-2,3-dihydrobenzo[d]isothiazole 1,1-dioxide C(C)(C)(C)N1N=C(C=C1NC=1C=CC2=C(CN(S2(=O)=O)CC2=CC=C(C=C2)OC)C1F)C1CC(CC1)O